COC=1C(=CC2=C(N(C(=N2)N)CC(F)(F)F)C1)OCCCN1CCCC1 6-methoxy-5-(3-(pyrrolidin-1-yl)propoxy)-1-(2,2,2-trifluoroethyl)-1H-benzo[d]imidazole-2-amine